N1=CC=NC2=CC(=CC=C12)C=1C(=NN2C1OCC2)C2=CC(=CC=C2)C(F)(F)F 7-(Quinoxalin-6-yl)-6-(3-trifluoromethylphenyl)-2,3-dihydropyrazolo[5,1-b]oxazole